FC=1C(=NC(=NC1NC1=NNC(=C1)C)NC1C2CC3CC(CC1C3)(C2)O)N2C[C@@H](CC2)O (3R)-1-(5-fluoro-6-[(5-methyl-1H-pyrazol-3-yl)amino]-2-[(Cis-5-hydroxyadamantan-2-yl)amino]pyrimidin-4-yl)pyrrolidin-3-ol